(R)-1-(3-Chlorophenyl)-N-((1-cyanopyrrolidin-3-yl)methyl)-1H-1,2,3-triazol-4-carboxamid ClC=1C=C(C=CC1)N1N=NC(=C1)C(=O)NC[C@@H]1CN(CC1)C#N